FC(OC1=CC=C(C=C1)C1=CN=C2N1C=CN=C2NC2=CC(=C(C=C2)C(=O)N2CCN(CC2)C(=O)[C@@H]2CNCCO2)C)F [4-[[3-[4-(difluoromethoxy)phenyl]imidazo[1,2-a]pyrazin-8-yl]amino]-2-methylphenyl]-[4-[(2S)-morpholine-2-carbonyl]piperazin-1-yl]methanone